C1(CCN2C=CC=C12)=O 2,3-dihydro-pyrrolizine-1-one